tert-Butyl (trans-4-(2-(4-(4-(2,6-dioxopiperidin-3-yl)phenyl)piperazin-1-yl)ethyl)cyclohexyl)carbamate O=C1NC(CCC1C1=CC=C(C=C1)N1CCN(CC1)CC[C@@H]1CC[C@H](CC1)NC(OC(C)(C)C)=O)=O